N-(5-(6-ethyl-8-(methylamino)imidazo[1,2-a]pyrazin-3-yl)-2,3-dimethoxyphenyl)-1-methyl-1H-pyrazole-4-sulfonamide C(C)C=1N=C(C=2N(C1)C(=CN2)C=2C=C(C(=C(C2)NS(=O)(=O)C=2C=NN(C2)C)OC)OC)NC